(3,4-dihydroxyphenethyl)-2-(4-(4-hydroxy-3-isopropylbenzyl)-3,5-dimethylphenoxy)acetamide OC=1C=C(CCC(C(=O)N)OC2=CC(=C(C(=C2)C)CC2=CC(=C(C=C2)O)C(C)C)C)C=CC1O